lauric acid mono-hydrazide C(CCCCCCCCCCC)(=O)NN